3,4-DIMETHOXYBENZALDEHYDE COC=1C=C(C=O)C=CC1OC